BrC1=[N+](C=C(C(=C1)[N+](=O)[O-])NCC1OCC1)[O-] 2-bromo-4-nitro-5-((oxetan-2-ylmethyl)amino)pyridine 1-oxide